(2-morpholino-4-(trifluoromethyl)oxazol-5-yl)methanone O1CCN(CC1)C=1OC(=C(N1)C(F)(F)F)C=O